N(=[N+]=[N-])CCOCCOCCOCCOCCOCCOCCC(N[C@H](C(N[C@H](C(=O)NC1=CC=C(C=C1)C(C(=O)OC)O)CCCCNC(C1=CC=C(C=C1)C)(C1=CC=CC=C1)C1=CC=CC=C1)=O)CC1=CC=CC=C1)=O Methyl 2-(4-((23S,26S)-1-azido-23-benzyl-26-(4-((diphenyl(p-tolyl)methyl)amino)butyl)-21,24-dioxo-3,6,9,12,15,18-hexaoxa-22,25-diazaheptacosan-27-amido)phenyl)-2-hydroxyacetate